O1OOO1 peroxyperoxide